OC[C@H](C1=CC=CC=C1)NC1=CC(=NC=C1C1=N[C@]2(CO1)CN(CC2)C)NC2=CC=C1C(=N2)N(NC1=O)C 6-((4-(((S)-2-hydroxy-1-phenylethyl)amino)-5-((S)-7-methyl-3-oxa-1,7-diazaspiro[4.4]non-1-en-2-yl)pyridin-2-yl)amino)-1-methyl-1,2-dihydro-3H-pyrazolo[3,4-b]pyridin-3-one